ClC1=CC=CC=2C3=CC=CC=C3N(C12)C1=C(C=CC=C1)Cl 1-chloro-9-(2-chlorophenyl)-9H-carbazole